3-(5-cyclopropoxy-3-(trifluoromethyl)pyridin-2-yl)-N-(3-methyl-pyridin-2-yl)-1,2,4-thiadiazol-5-amine C1(CC1)OC=1C=C(C(=NC1)C1=NSC(=N1)NC1=NC=CC=C1C)C(F)(F)F